COC1=CC=C(C=C1)C(OC[C@@H]1[C@H]([C@H]([C@@H](O1)N1C(NC=CC1=O)=O)O[Si](C)(C)C(C)(C)C)O)(C1=CC=CC=C1)C1=CC=C(C=C1)OC 3-((2R,3R,4R,5R)-5-((bis(4-methoxyphenyl)(phenyl)methoxy)methyl)-3-((tert-butyldimethylsilyl)oxy)-4-hydroxytetrahydrofuran-2-yl)pyrimidine-2,4(1H,3H)-dione